OC(C)C1=CC(=C(OCCCC(=O)O)C=C1[N+](=O)[O-])OC 4-[4-(1-hydroxyethyl)-2-methoxy-5-nitrophenoxy]butyric acid